C(CCCCCCCCCCCCCCC)C([C@@]1([C@]([C@]([C@@](O1)(N1C(=NC=2C(N(CCCCCCCCCCCCCCCC)CCCCCCCCCCCCCCCC)=NC(=NC12)CCCCCCCCCCCCCCCC)CCCCCCCCCCCCCCCC)CCCCCCCCCCCCCCCC)(O)CCCCCCCCCCCCCCCC)(OP(=O)(O)O)CCCCCCCCCCCCCCCC)CCCCCCCCCCCCCCCC)OP(=O)(O)OP(=O)(O)OCC(C)(C)[C@@H](O)C(=O)NCCC(=O)NCCS nonacetyl-CoA